O=C1N(CCC(N1)=O)C=1C=CC=2C=C3N(C2C1)CCN(C3)C(=O)OC(C)(C)C tert-Butyl 7-(2,4-dioxotetrahydropyrimidin-1(2H)-yl)-3,4-dihydropyrazino[1,2-a]indole-2(1H)-carboxylate